O.[Co] cobalt oxyhydride